3-(3-methoxybenzyl)-4-oxo-6-(1-(tetrahydro-2H-pyran-2-yl)-1H-pyrazol-4-yl)-3,4-dihydroquinazoline-5-carbonitrile COC=1C=C(CN2C=NC=3C=CC(=C(C3C2=O)C#N)C=2C=NN(C2)C2OCCCC2)C=CC1